methyl 1-(4-bromo-3-fluoro-2-nitrophenyl)-1H-pyrrole-2-carboxylate BrC1=C(C(=C(C=C1)N1C(=CC=C1)C(=O)OC)[N+](=O)[O-])F